C(C1=CC=CC=C1)OCCC(CC(=S)N1CCN(CC1)C(=O)OC(C)(C)C)=O tert-butyl 4-(5-benzyloxy-3-oxo-pentanethioyl)piperazine-1-carboxylate